5-chloro-3-((5-(5-(difluoromethyl)-1,3,4-oxadiazole-2-yl)pyridine-2-yl)methyl)-1-(1-(2,2,3,3,4,4,4-heptafluorobutyl)piperidine-4-yl)-1,3-dihydro-2H-benzo[d]imidazole-2-one ClC1=CC2=C(N(C(N2CC2=NC=C(C=C2)C=2OC(=NN2)C(F)F)=O)C2CCN(CC2)CC(C(C(F)(F)F)(F)F)(F)F)C=C1